FC(C=1C(=NC=CC1)COC1=C(C#N)C=CN=C1)(F)F 3-((3-(trifluoromethyl)pyridin-2-yl)methoxy)isonicotinonitrile